methyl 3-(4-(4-aminopyrimidin-2-yl) phenyl)-2,2-dimethylpropionate NC1=NC(=NC=C1)C1=CC=C(C=C1)CC(C(=O)OC)(C)C